NCCCO 3-aminopropane-1-ol